N-[5-[[2-chloro-6-cyano-4-[1,2,2,3,3,3-hexafluoro-1-(trifluoromethyl)propyl]phenyl]carbamoyl]-2-cyano-phenyl]-4-cyano-2-methyl-benzamide ClC1=C(C(=CC(=C1)C(C(C(F)(F)F)(F)F)(C(F)(F)F)F)C#N)NC(=O)C=1C=CC(=C(C1)NC(C1=C(C=C(C=C1)C#N)C)=O)C#N